FC(C(=O)O)(F)F.NC(C(=O)O)CCC Aminopentanoic acid trifluoroacetate